CC1=CC(=NO1)C(=O)N[C@H](C(NNC[C@H]1C(NCC1)=O)=O)CCC(C)C 5-methyl-N-((S)-5-methyl-1-oxo-1-(2-(((S)-2-oxopyrrolidin-3-yl)methyl)hydrazineyl)hexan-2-yl)isoxazole-3-carboxamide